(3-chloro-6-methoxybenzo[b]thiophen-2-yl)(4-fluoro-2,6-dimethylphenyl)methanone ClC=1C2=C(SC1C(=O)C1=C(C=C(C=C1C)F)C)C=C(C=C2)OC